CC1(OCCN2C1=CC(=N2)C(=O)OCC)C ethyl 4,4-dimethyl-6,7-dihydro-4H-pyrazolo[5,1-c][1,4]oxazine-2-carboxylate